S1C=C(C=C1)C1(CC1)C(=O)O 1-(thien-3-yl)cyclopropane-1-carboxylic acid